5-{[(4-Fluorophenyl)methyl]sulfanyl}-3-{1-[2-(morpholin-4-yl)acetyl]-4-oxo-2-(trifluoromethyl)pyrrolidin-3-yl}-1-(1,3-thiazol-4-carbonyl)-1H-pyrazol-4-carbonitril FC1=CC=C(C=C1)CSC1=C(C(=NN1C(=O)C=1N=CSC1)C1C(N(CC1=O)C(CN1CCOCC1)=O)C(F)(F)F)C#N